2-[[1-(1,6-dimethylpyrazolo[3,4-d]pyrimidin-4-yl)azetidin-3-yl]methyl]-6-pyridin-4-ylpyridazin-3-one CN1N=CC=2C1=NC(=NC2N2CC(C2)CN2N=C(C=CC2=O)C2=CC=NC=C2)C